C(C)(=O)C1=NN(C2=CC(=CC=C12)C(NS(=O)(=O)C1CC1)=O)CC(=O)OC(C)(C)C tert-Butyl 2-(3-acetyl-6-((cyclopropylsulfonyl)carbamoyl)-1H-indazol-1-yl)acetate